CC=1N=C(NC1)C(C)(C)NC(C1=CC=C(C=C1)C1=NC2=CC=C3C(=C2C=2CCCCC12)C=NN3)=O N-(2-(4-methyl-1H-imidazol-2-yl)propan-2-yl)-4-(8,9,10,11-tetrahydro-3H-pyrazolo[4,3-a]phenanthridin-7-yl)benzamide